methyl 2-[[(2S)-2-(tert-butoxycarbonylamino)-3-cyclopropyl-propanoyl]amino]-3-(2-pyridyl)butanoate C(C)(C)(C)OC(=O)N[C@H](C(=O)NC(C(=O)OC)C(C)C1=NC=CC=C1)CC1CC1